tert-butyl (5-(3-(6-(1-(2,2-difluorobenzo[d][1,3]dioxol-5-yl)cyclopropane-1-carboxamido)-3-methylpyridin-2-yl)benzamido)pentyl)carbamate FC1(OC2=C(O1)C=CC(=C2)C2(CC2)C(=O)NC2=CC=C(C(=N2)C=2C=C(C(=O)NCCCCCNC(OC(C)(C)C)=O)C=CC2)C)F